N-[4-fluoro-5-(3-morpholin-4-ylphenyl)-2-[rac-(3R,5S)-3,4,5-trimethylpiperazin-1-yl]phenyl]-6-oxo-4-(trifluoromethyl)-1H-pyridine-3-carboxamide FC1=CC(=C(C=C1C1=CC(=CC=C1)N1CCOCC1)NC(=O)C1=CNC(C=C1C(F)(F)F)=O)N1C[C@H](N([C@H](C1)C)C)C |r|